NC1=NC(=C(C=C1C1=CC=C2C(NC(=NC2=C1)C)=O)C1=CC=C(C=C1)N1CCN(CC1)CCCC(F)F)F 7-(2-amino-5-(4-(4-(4,4-difluorobutyl)piperazin-1-yl)phenyl)-6-fluoropyridin-3-yl)-2-methylquinazolin-4(3H)-one